cyano-1,2-distearoyl-sn-glycero-3-phosphoethanolamine C(#N)C(OP(OC[C@@H](COC(CCCCCCCCCCCCCCCCC)=O)OC(CCCCCCCCCCCCCCCCC)=O)(=O)O)CN